BrC1=CC(=C(C=C1)C[C@H]1NC(=NOC1)C1=NC(=NC=C1OC1=CC(=CC=C1)C(F)(F)F)C)C |r| (5RS)-5-[(4-bromo-2-methyl-phenyl)methyl]-3-[2-methyl-5-[3-(trifluoromethyl)phenoxy]Pyrimidin-4-yl]5,6-dihydro-4H-1,2,4-oxadiazine